CCC[K] 3-propyl-potassium